tert-Butyl 3-((6-((trimethylsilyl)ethynyl)pyridin-3-yl)oxy)azetidin-1-carboxylate C[Si](C)(C)C#CC1=CC=C(C=N1)OC1CN(C1)C(=O)OC(C)(C)C